The molecule is a hydroxy monocarboxylic acid anion that is the conjugate base of (R)-3-[(R)-3-hydroxybutanoyloxy]butanoic acid It derives from a butyrate. It is a conjugate base of a (R)-3-[(R)-3-hydroxybutanoyloxy]butanoic acid. C[C@H](CC(=O)O[C@H](C)CC(=O)[O-])O